NC1=NC2=C(N1CCN(CCOC1=C(C=NN1C)C1=CC(=CN(C1=O)C)C(=O)OC)C1COC1)C=CC=C2 methyl 5-[5-(2-{[2-(2-amino-1,3-benzodiazol-1-yl) ethyl] (oxetan-3-yl) amino} ethoxy)-1-methylpyrazol-4-yl]-1-methyl-6-oxopyridine-3-carboxylate